6-methoxy-3H-benzoimidazol-5-ylamine COC=1C(=CC2=C(N=CN2)C1)N